2-(6-acetylpyridin-2-yl)propionic acid C(C)(=O)C1=CC=CC(=N1)C(C(=O)O)C